methyl 3,6-dimethylpyrazine-2-carboxylate CC=1C(=NC(=CN1)C)C(=O)OC